C(C#C)OCCOCCN1CCNCC1 1-[2-(2-prop-2-ynoxyethoxy)ethyl]piperazine